(R)-6-(1-Acetylazetidin-3-yl)-4-((1-(3-(difluoromethyl)-2-fluorophenyl)ethyl)amino)-1-methylpyrido[3,4-d]pyridazin-7(6H)-one C(C)(=O)N1CC(C1)N1C=C2C(=NN=C(C2=CC1=O)C)N[C@H](C)C1=C(C(=CC=C1)C(F)F)F